ethyl 7,7-difluoro-5-phenyl-5,6-dihydropyrrolo[1,2-b][1,2,4]triazole-2-carboxylate FC1(CC(N2N=C(N=C21)C(=O)OCC)C2=CC=CC=C2)F